tert-butyl N-[6-chloro-7-[4-(3-methyloxetan-3-yl)piperazin-1-yl]quinazolin-2-yl]carbamate ClC=1C=C2C=NC(=NC2=CC1N1CCN(CC1)C1(COC1)C)NC(OC(C)(C)C)=O